C(NC(=O)CCCCCCCCC)NC(=O)CCCCCCCCC methylenebiscapramide